(Cyclobutylmethyl)((6-((6-methyl-7,8-dihydro-6H-9-oxa-2,2a,5,6-tetraazabenzo[cd]azulene-4-carboxamido)methyl)-1H-indol-2-yl)methyl)carbamic acid tert-butyl ester C(C)(C)(C)OC(N(CC=1NC2=CC(=CC=C2C1)CNC(=O)C=1N=C2C=3N(N=CC3OCCN2C)C1)CC1CCC1)=O